CC([O-])C iso-Propoxid